ClC=1C=CC(=C(C1)C1=CC(N(C=C1OC)C(C(=O)OC(C)(C)C)CCOC)=O)N1N=NC(=C1)Cl tert-butyl 2-{4-[5-chloro-2-(4-chloro-1H-1,2,3-triazol-1-yl) phenyl]-5-methoxy-2-oxopyridin-1(2H)-yl}-4-methoxybutyrate